2-{[(2-methylprop-2-yl)diphenylsilyl]oxy}ethan-1-amine CC(C)(C)[Si](OCCN)(C1=CC=CC=C1)C1=CC=CC=C1